C1(=CC=CC=C1)C=1C=C(CO)C=C(C1)C1=CC=CC=C1 3,5-Diphenylbenzyl alcohol